3-(((4,4-bis(octyloxy)butanoyl)oxy)methyl)-5-(((4-(((2-(pyrrolidin-1-yl)ethyl)carbamoyl)oxy)decanoyl)oxy)methyl)benzyl (3-pentyloctyl) adipate C(CCCCC(=O)OCCC(CCCCC)CCCCC)(=O)OCC1=CC(=CC(=C1)COC(CCC(CCCCCC)OC(NCCN1CCCC1)=O)=O)COC(CCC(OCCCCCCCC)OCCCCCCCC)=O